di-chlorosulfonamide ClN(S(=O)=O)Cl